CNC1CN(CC1)C1=NC2=C(N1C(=O)NCCOC1=CC=CC=C1)C=CC=C2 (3-(Methylamino)pyrrolidin-1-yl)-N-(2-phenoxyethyl)-1H-benzo[d]imidazole-1-carboxamide